OC1(OCCC1)C(F)(F)F hydroxy-2-trifluoromethyltetrahydrofuran